FC=1C=2N(C=C(C1)C=1C(=CN3N=C(N=C(C31)OC)NC3CCC(CC3)(C)OC)F)C(=CN2)C(=O)NC 8-fluoro-6-(6-fluoro-4-methoxy-2-(((1r,4r)-4-methoxy-4-methylcyclohexyl)amino)pyrrolo[2,1-f][1,2,4]triazin-5-yl)-N-methylimidazo[1,2-a]pyridine-3-carboxamide